5,5-dimethyl-2-chloro-1,3,2-dioxaphosphorinane CC1(COP(OC1)Cl)C